(8S,13S)-8,13-dimethyl-7,11,14-trioxa-4,19,20-triazatetracyclo[13.5.2.12,6.018,21]tricosa-1(20),2(23),3,5,15(22),16,18(21)-heptaene C[C@@H]1OC2=CN=CC(C3=NNC=4C=CC(O[C@H](COCC1)C)=CC34)=C2